CC(CC(CO)O)C 4-methylpentane-1,2-diol